C1(CC1)S(=O)(=O)NC=1SC=C(N1)C(C(=O)NC1=CC=C(C=C1)C1=NC(=CN=C1)OCC)(C)C 2-(2-(cyclopropanesulfonylamino)thiazol-4-yl)-N-(4-(6-ethoxypyrazin-2-yl)phenyl)-2-methylpropanamide